N-(3-(4-((2-hydroxyethyl)amino)-6-(methylthio)pyridin-2-yl)-1H-pyrrolo[2,3-c]pyridin-5-yl)acetamide OCCNC1=CC(=NC(=C1)SC)C1=CNC2=CN=C(C=C21)NC(C)=O